methyl 4-(5-hydroxy-3,3-dimethyl-4-((tosyloxy) methyl) pent-1-yn-1-yl)-2-methoxybenzoate OCC(C(C#CC1=CC(=C(C(=O)OC)C=C1)OC)(C)C)COS(=O)(=O)C1=CC=C(C)C=C1